4-((2S)-4-phenylpiperidin-2-yl) maleate C(\C=C/C(=O)O[C@@H]1NCCC(C1)C1=CC=CC=C1)(=O)[O-]